CN(CCOC1=CC=C(C=C1)B1OC(C(O1)(C)C)(C)C)C dimethyl({2-[4-(4,4,5,5-tetramethyl-1,3,2-dioxaborolan-2-yl)phenoxy]ethyl})amine